N4-[2-(6-methyl-2-pyridyl)pyrimidin-4-yl]-N2-(1,2,3,4-tetrahydroisoquinolin-7-yl)pyrimidine-2,4-diamine CC1=CC=CC(=N1)C1=NC=CC(=N1)NC1=NC(=NC=C1)NC1=CC=C2CCNCC2=C1